CN1[C@H](CN(C[C@H]1C)C1=CC=C(C=C1)B1OC(C(O1)(C)C)(C)C)C cis-1,2,6-trimethyl-4-(4-(4,4,5,5-tetramethyl-1,3,2-dioxaborolan-2-yl)phenyl)piperazine